C(CNCCNCCN)N 3,6-Diazaoctane-1,8-diamine